C(C1=CC=CC=C1)OC(=O)C1(CCC1)O 1-Hydroxycyclobutanecarboxylic acid benzyl ester